NCC1=CC(=NO1)C=1N(C=2C=CC=C(C2C1)N[C@H]1[C@H](CN(CC1)C)F)CC(F)(F)F 2-[5-(aminomethyl)isoxazol-3-yl]-N-[(3S,4R)-3-fluoro-1-methyl-4-piperidyl]-1-(2,2,2-trifluoroethyl)indol-4-amine